ClC=1C=C(C=C(C1)Cl)N1[C@H](CN(CC1)C(CCC(=O)C=1N=COC1)=O)C 1-[(3S)-4-(3,5-dichlorophenyl)-3-methyl-piperazin-1-yl]-4-oxazol-4-yl-butane-1,4-dione